[Si](C)(C)(C(C)(C)C)O[C@@H](C(=O)O)C (R)-2-(tert-butyldimethylsilyloxy)propionic acid